C(C)(C)(C)OC([C@H](NC(CCNC([C@H](CCN(C(CO)=O)[C@H](C(C)(C)C)C=1N(C=C(C1)C1=C(C=CC(=C1)F)F)CC1=CC=CC=C1)N)=O)=O)CCC(=O)OC(C)(C)C)=O N-{(2S)-2-amino-4-[{(1R)-1-[1-benzyl-4-(2,5-difluorophenyl)-1H-pyrrol-2-yl]-2,2-dimethylpropyl}(glycolyl)amino]butanoyl}-β-alanyl-D-glutamic acid di-tert-butyl ester